FC1=C(C=O)C=C(C=C1)S 2-FLUORO-5-MERCAPTOBENZALDEHYDE